19-bromo-1,1,1-trifluorononadecane BrCCCCCCCCCCCCCCCCCCC(F)(F)F